(13R)-4,13-dimethyl-19-(oxan-2-yl)-8,14-dioxa-4,10,19,20,23-pentaazatetracyclo[13.5.2.12,5.018,21]tricosa-1(20),2,5(23),15(22),16,18(21)-hexaen-9-one CN1C=C2C3=NN(C=4C=CC(O[C@@H](CCNC(OCCC1=N2)=O)C)=CC34)C3OCCCC3